O=C1NC(CCC1N1N=NC2=C(C1=O)C=C(C=C2)N2CCC(CC2)CN2CCC(CC2)CCNC2=C1N=CNC1=NC=N2)=O 6-((2-(1-((1-(3-(2,6-dioxopiperidin-3-yl)-4-oxo-3,4-dihydrobenzo[d][1,2,3]triazin-6-yl)piperidin-4-yl)methyl)piperidin-4-yl)ethyl)amino)-9H-purin